(1S,2S)-N-(4-cyclobutyl-5-(4-fluorophenyl)-1-methyl-1H-pyrazol-3-yl)-2-methyl-2-(trifluoromethyl)cyclopropane-1-carboxamide C1(CCC1)C=1C(=NN(C1C1=CC=C(C=C1)F)C)NC(=O)[C@@H]1[C@](C1)(C(F)(F)F)C